1-(2-(azetidin-1-yl)ethyl)-6-bromo-3-trityl-1,3-dihydro-2H-imidazo[4,5-b]pyridin-2-one N1(CCC1)CCN1C(N(C2=NC=C(C=C21)Br)C(C2=CC=CC=C2)(C2=CC=CC=C2)C2=CC=CC=C2)=O